BrC1=C2C=NNC2=C(C(=C1I)F)N 4-bromo-6-fluoro-5-iodo-1H-indazol-7-amine